ClC1=C(C=CC=C1)C[C@@H](C(=O)O)N(C(=O)OC)C1C2=CC=CC=C2C=2C=CC=CC12 (2S)-3-(2-chlorophenyl)-2-(9H-fluoren-9-yl-methoxycarbonylamino)propanoic acid